COC=1C=C(C=CC1)CS(=O)(=O)NC1=NOC(=C1)C1=C(C=CC=C1)OC 1-(3-Methoxyphenyl)-N-(5-(2-methoxyphenyl)isoxazol-3-yl)methanesulfonamide